C1(CC1)C=1C(=NON1)C(=O)OCC Ethyl 4-cyclopropyl-1,2,5-oxadiazole-3-carboxylate